3-{5-[(3-cyclopropyl-2-fluorophenyl)sulfonyl]-2-methylpyrimidin-4-yl}-5-(2,4-dimethylbenzyl)-5,6-dihydro-4H-1,2,4-oxadiazine C1(CC1)C=1C(=C(C=CC1)S(=O)(=O)C=1C(=NC(=NC1)C)C1=NOCC(N1)CC1=C(C=C(C=C1)C)C)F